4-(N,N-dimethylamino)benzoic acid CN(C)C1=CC=C(C(=O)O)C=C1